(1R,3S)-3-((6-(5-((((4-Fluorobutyl)(methyl)carbamoyl)oxy)methyl)-1-methyl-1H-1,2,3-triazol-4-yl)-2-methylpyridin-3-yl)oxy)cyclohexane-1-carboxylic acid FCCCCN(C(=O)OCC1=C(N=NN1C)C1=CC=C(C(=N1)C)O[C@@H]1C[C@@H](CCC1)C(=O)O)C